COC(=O)NC(N)=O 3-methyloxycarbonyl-urea